C(C=C)(=O)N1CCC(CC1)C#CC1=C(C2=C(N=CN=C2N)N1C1C(NCC1)=O)C1=CC=C(C=C1)OC1=CC=CC=C1 3-(6-((1-acryloylpiperidin-4-yl)ethynyl)-4-amino-5-(4-phenoxyphenyl)-7H-pyrrolo[2,3-d]pyrimidin-7-yl)pyrrolidin-2-one